3-(4-(((1r,4r)-4-(isobutylamino)cyclohexyl)(pentyl)amino)-1-oxoisoindolin-2-yl)piperidine-2,6-dione C(C(C)C)NC1CCC(CC1)N(C1=C2CN(C(C2=CC=C1)=O)C1C(NC(CC1)=O)=O)CCCCC